OCCNCCNC(C1=C(C=C(C=C1)NC=1C=2N(C=CN1)C(=CN2)C2=CC=C(C=C2)OC)C)=O N-(2-((2-hydroxyethyl)amino)ethyl)-4-((3-(4-methoxyphenyl)imidazo[1,2-a]pyrazin-8-yl)amino)-2-methylbenzamide